2-((6-(6-((4-cyano-2-methoxybenzyl)oxy)-5-methoxypyridin-2-yl)-3-azabicyclo[4.1.0]heptan-3-yl)methyl)-4-methoxy-1-(((S)-oxetan-2-yl)methyl)-1H-benzo[d]imidazole-6-carboxylic acid C(#N)C1=CC(=C(COC2=C(C=CC(=N2)C23CCN(CC3C2)CC2=NC3=C(N2C[C@H]2OCC2)C=C(C=C3OC)C(=O)O)OC)C=C1)OC